(4-bromophenoxy)butane sodium [Na].BrC1=CC=C(OCCCC)C=C1